N-(((2-ACETYLPHENYL)AMINO)CARBONYL)GLYCINE C(C)(=O)C1=C(C=CC=C1)NC(=O)NCC(=O)O